2,6-dibromo-4-methylbenzo[d]Thiazole BrC=1SC2=C(N1)C(=CC(=C2)Br)C